NC1=CN=NN1C1=C(C=C(C=N1)NC(=O)C=1C=NN(C1C(F)(F)F)C1=C2C=CNC(C2=CC=C1)=O)Cl N-(6-(5-amino-1H-1,2,3-triazol-1-yl)-5-chloropyridin-3-yl)-1-(1-oxo-1,2-dihydroisoquinolin-5-yl)-5-(trifluoromethyl)-1H-pyrazole-4-carboxamide